O1C(COCC1)COC1=CC(=C(C(=N1)CCC1=CC=C(OCCN2C(C3=CC=CC=C3C2=O)=O)C=C1)CC)O 2-(2-(4-(2-(6-((1,4-Dioxan-2-yl)methoxy)-3-ethyl-4-hydroxypyridin-2-yl)ethyl)phenoxy)-ethyl)isoindoline-1,3-dione